3-chloro-5-(2-fluoro-6-methylphenyl)-1H-pyrazolo[4,3-c]pyridazin-6(5H)-one ClC1=NNC=2C1=NN(C(C2)=O)C2=C(C=CC=C2C)F